1,3,3,5,7-Pentamethyl-5-propyloctahydrobenzo[c]isoxazol CN1OC(C2C1C(CC(C2)(CCC)C)C)(C)C